5-{2-azabicyclo[2.1.1]hexan-2-yl}-2-[(2-{[(cyclobutylmethyl)amino]methyl}-1H-indol-6-yl)methyl]-1,2-dihydro-2,7-naphthyridin-1-one C12N(CC(C1)C2)C2=C1C=CN(C(C1=CN=C2)=O)CC2=CC=C1C=C(NC1=C2)CNCC2CCC2